4-{[(3-chloro-4-methoxyphenyl)methyl]amino}-2-(methylthio)-N-[(pyrimidin-2-yl)methyl]pyrimidine-5-carboxamide ClC=1C=C(C=CC1OC)CNC1=NC(=NC=C1C(=O)NCC1=NC=CC=N1)SC